COC(C1=CC(=C(C=C1)C#N)OCCN(C)C)=O 4-cyano-3-(2-(dimethylamino)ethoxy)benzoic acid methyl ester